C(CCC)C(CO)CCCCC 2-butyl-1-heptanol